(2S,3S)-3-azidopyrrolidine-1,2-dicarboxylic acid 1-(tert-butyl) ester 2-methyl ester COC(=O)[C@H]1N(CC[C@@H]1N=[N+]=[N-])C(=O)OC(C)(C)C